CC1=C(C(=CC(=C1)C#CC)C)C1C(CC2(CCN(CC2)C(C(C)=O)=O)CC1=O)=O 9-(2,6-dimethyl-4-prop-1-ynyl-phenyl)-3-(2-oxopropionyl)-3-azaspiro[5.5]Undecane-8,10-dione